(2R,6R)-4-(5-cyanopyrimidin-2-yl)-N-{2-[(4-fluorophenyl)methyl]-2-azaspiro[3.3]heptan-6-yl}-2,6-dimethylpiperazine-1-carboxamide C(#N)C=1C=NC(=NC1)N1C[C@H](N([C@@H](C1)C)C(=O)NC1CC2(CN(C2)CC2=CC=C(C=C2)F)C1)C